ClC1=C(C=CC(=C1)Cl)C(C)=O 2',4'-dichloroacetophenone